succinimidyl 6-(3-(2-pyridyldithio)propionamido)hexanoate N1=C(C=CC=C1)SSCCC(=O)NCCCCCC(=O)ON1C(CCC1=O)=O